3-trimethoxysilylpropyl-N,N-dimethylcarbamoyltetrasulfide CO[Si](CCCCN(C(=O)SSSSC(N(C)CCCC[Si](OC)(OC)OC)=O)C)(OC)OC